2-aminobutyrate NC(C(=O)[O-])CC